C(C1=CC=CC=C1)C1=C(C=NN1S(N(C)C)(=O)=O)C(=O)O 5-benzyl-1-(dimethylsulfamoyl)pyrazole-4-carboxylic acid